C(C1=CC=CC=C1)OC=1C=C2CN(C(C2=CC1Cl)=O)C1C(NC(CC1)=O)=O 3-(5-(benzyloxy)-6-chloro-1-oxoisoindolin-2-yl)piperidine-2,6-dione